CN(S(=O)(=O)C=1C(=NC=C(C1)C1=CC=C(C=C1)F)N1NC=2C(=CC1C)N=C(N2)C(F)(F)F)C N,N-dimethyl-5-(4-fluorophenyl)-2-(3-methyl-6-trifluoromethyl-3H-imidazo[4,5-c]pyridazin-2-yl)pyridine-3-sulfonamide